tert-butyl 5-[[(7R)-3-cyclopropyl-5-[(2-fluoro-2-methylpropyl)sulfamoyl]-7,8-dihydro-6H-cyclopenta[g]isoquinolin-7-yl]carbamoyl]-1,3-dihydroisoindole-2-carboxylate C1(CC1)C=1N=CC2=CC3=C(C(=C2C1)S(NCC(C)(C)F)(=O)=O)C[C@@H](C3)NC(=O)C=3C=C1CN(CC1=CC3)C(=O)OC(C)(C)C